C(C)(=O)O/N=C(\C1=CC(=CC=C1)CC(NS(=O)(=O)C1=CC(=CC=C1)NC(=O)C=1C=NC=CC1)C=1SC2=C(N1)C=CC=C2)/N [(E)-[amino-[3-[2-(1,3-benzothiazol-2-yl)-2-[[3-(pyridine-3-carbonylamino)phenyl]sulfonylamino]ethyl]phenyl]methylene]amino] acetate